(S)-2-(2-(7-(3-(((tert-butoxycarbonyl)amino)methyl)-2-fluorophenyl)benzofuran-5-yl-2,3-d2)-4-methyl-3,4-dihydro-2H-benzo[b][1,4]oxazin-8-yl)ethyl acetate C(C)(=O)OCCC1=CC=CC2=C1O[C@H](CN2C)C=2C=C(C1=C(C(=C(O1)[2H])[2H])C2)C2=C(C(=CC=C2)CNC(=O)OC(C)(C)C)F